N-(2-Chloroethyl)-N-dodecyldodecan-1-amine ClCCN(CCCCCCCCCCCC)CCCCCCCCCCCC